aromodendrin O1[C@@H]([C@@H](O)C(=O)C=2C(O)=CC(O)=CC12)C1=CC=C(O)C=C1